[K].NN1C(C(CC1C(C)O[Si](C)(C)C(C)(C)C)OCC1=CC=CC=C1)=O 1-amino-3-benzyloxy-5-[1-[tert-butyl-(dimethyl)silyl]oxyethyl]pyrrolidin-2-one potassium